2-chloro-2-methylethyl butyrate C(CCC)(=O)OCC(C)Cl